Cl.ClCC1=NC=CC=C1 2-(Chloromethyl)pyridine hydrochloride